CC1=CC(=NN1)NC1=NC(=C2C=CC=NC2=C1)NC1CC2CCC(C1)N2[C@H]2C[C@H](C2)C#N (cis)-3-((3-exo)-3-((7-((5-methyl-1H-pyrazol-3-yl)amino)-1,6-naphthyridin-5-yl)amino)-8-azabicyclo[3.2.1]octan-8-yl)cyclobutane-1-carbonitrile